benzo-germole [GeH2]1C=CC2=C1C=CC=C2